N-(4-(benzyloxy)-5-methoxy-2-nitrobenzoyl)-N-phenyl-L-alanine methyl ester COC([C@@H](N(C1=CC=CC=C1)C(C1=C(C=C(C(=C1)OC)OCC1=CC=CC=C1)[N+](=O)[O-])=O)C)=O